N-(2-methoxyethyl)-4-nitroaniline COCCNC1=CC=C(C=C1)[N+](=O)[O-]